trichlorotridecylhydroxyaluminum ClC(CCCCCCCCCCCC[Al]O)(Cl)Cl